CN(C1(CCC2(CN(C(N2CC2(CCC2)O)=O)CC=2C=C(C#N)C=CC2)CC1)C1=CC=CC=C1)C 3-((8-(dimethylamino)-1-((1-hydroxycyclobutyl)methyl)-2-oxo-8-phenyl-1,3-diazaspiro[4.5]decan-3-yl)methyl)benzonitrile